tantalum-iron-titanium dioxide [O-2].[O-2].[Ti+4].[Fe+2].[Ta+5]